C(=O)(O)/C(=C(/CCCCCCCC(=O)O)\C(=O)O)/C[C@H](O)CCCCCC dicarboxyricinoleic acid